NC=1C=C(C=CC1N)CC=1C=C(C(=CC1)N)N 4-[(3,4-diaminophenyl)methyl]benzene-1,2-diamine